4-(6-((3-methoxy-4-(methoxy(methyl)carbamoyl)benzyl)oxy)pyridin-2-yl)piperidine COC=1C=C(COC2=CC=CC(=N2)C2CCNCC2)C=CC1C(N(C)OC)=O